CC1=CC=C(C=C1)S(=O)(=O)O.FC1=C(OC2CC3(CNC3)C2)C=C(C=C1)F 6-(2,5-difluorophenoxy)-2-azaspiro[3.3]heptane 4-methylbenzenesulfonate